C(C)C1=NOC(=C1)CO (3-ethylisoxazole-5-yl)methanol